tert-butyl (R)-(1-(2-((6-((tert-butoxycarbonyl)amino)-9H-purin-9-yl)methyl)-5-chloro-3-(hydroxymethyl)phenyl)-3-(cyclopropylcarbamoyl)pyrrolidin-3-yl)carbamate C(C)(C)(C)OC(=O)NC1=C2N=CN(C2=NC=N1)CC1=C(C=C(C=C1CO)Cl)N1C[C@](CC1)(C(NC1CC1)=O)NC(OC(C)(C)C)=O